ethyl 2-(5-(cyclopropylmethyl)-4-(3-fluoro-4-sulfamoylbenzyl)-3-(4-fluorophenyl)-1H-pyrazol-1-yl)oxazole-4-carboxylate C1(CC1)CC1=C(C(=NN1C=1OC=C(N1)C(=O)OCC)C1=CC=C(C=C1)F)CC1=CC(=C(C=C1)S(N)(=O)=O)F